trichloro-1,3,5-triazine ClC1=NC(=NC(=N1)Cl)Cl